3-(imidazo[1,2-b]pyridazin-3-ylethynyl)-4-methoxy-N-(4-((4-methylpiperazin-1-yl)methyl)-3-(trifluoromethyl)phenyl)benzamide N=1C=C(N2N=CC=CC21)C#CC=2C=C(C(=O)NC1=CC(=C(C=C1)CN1CCN(CC1)C)C(F)(F)F)C=CC2OC